2-chloro-7H-pyrrolo[2,3-d]pyrimidine-6-carboxylic acid ClC=1N=CC2=C(N1)NC(=C2)C(=O)O